3-(1-piperazinyl)-1,2-benzisothiazole N1(CCNCC1)C1=NSC2=C1C=CC=C2